NC=1N=C(C=C2C=C(N=CC12)NC(=O)C1C(C1)F)C1=CC2=C(NC=N2)C=C1C N-[8-amino-6-(6-methyl-1H-benzimidazol-5-yl)-2,7-naphthyridin-3-yl]-2-fluoro-cyclopropanecarboxamide